(5-((6-((R)-3-benzylisooxazolidin-2-yl)pyrimidin-4-yl)amino)-4-methoxy-2-(4-(1-methylpiperidin-4-yl)piperazin-1-yl)phenyl)acrylamide C(C1=CC=CC=C1)[C@H]1N(OCC1)C1=CC(=NC=N1)NC=1C(=CC(=C(C1)C(C(=O)N)=C)N1CCN(CC1)C1CCN(CC1)C)OC